[Zr+4].C(C)C(C(=O)[O-])C(=O)[O-].[Zr+4].C(C)C(C(=O)[O-])C(=O)[O-].C(C)C(C(=O)[O-])C(=O)[O-].C(C)C(C(=O)[O-])C(=O)[O-] zirconium (ethylmalonate) zirconium